C1(CC1)NCC1CN(C1)C(=O)OCC1=CC=CC=C1 benzyl 3-[(cyclopropylamino)methyl]azetidine-1-carboxylate